C(C)(C)SC1CCN(CC1)C1=C2C=CC(=NC2=CC(=C1)S(NC1(CC1)C)(=O)=O)NC(=O)C12CC2C1 N-(5-(4-(isopropylthio)piperidin-1-yl)-7-(N-(1-methylcyclopropyl)sulfamoyl)quinolin-2-yl)bicyclo[1.1.0]butane-1-carboxamide